1,2-diethyl-3,4-dimethylbenzene C(C)C1=C(C(=C(C=C1)C)C)CC